P(=O)(OC(C1=CC(=C(C(=C1)Br)O)Br)(C)C)([O-])[O-] dimethyl-4-hydroxy-3,5-dibromobenzyl phosphate